4-ACETYL-PHENYLALANINE HYDROCHLORIDE Cl.C(C)(=O)C1=CC=C(C[C@H](N)C(=O)O)C=C1